BrC1=CC=C2C(=CN(C2=C1)C)[C@H]1[C@@](CC2(CC2)[C@@H]1[N+](=O)[O-])(C(=O)OCC1=CC=CC=C1)C1=CC(=CC=C1)C(=O)OC benzyl (5R,6S,7R)-6-(6-bromo-1-methyl-1H-indol-3-yl)-5-(3-(methoxycarbonyl) phenyl)-7-nitro-spiro[2.4]heptane-5-carboxylate